Cl.N1[C@@H]2[C@H](CCC1)CN(C2)C=O ((4aR,7aR)-octahydro-6H-pyrrolo[3,4-b]pyridin-6-yl)methanone hydrochloride